C12(CC3CC(CC(C1)C3)C2)NS([O-])(=O)=O.C2(=CC=C(C=C2)[S+](C2=CC=C(C=C2)C)C2=CC=C(C=C2)C)C tri-p-tolylsulfonium ((3s,5s,7s)-adamantan-1-yl)sulfamate